BrC(S(=O)(=O)NNC(C(C)C1=CC=C(C=C1)CC(C)C)=O)C1=CC=CC=C1 1-Bromo-N'-(2-(4-isobutylphenyl)propanoyl)-1-phenylmethanesulfonohydrazide